3-(3-(4-(Chloromethyl)phenyl)-5-(1H-1,2,4-triazol-1-yl)-3H-imidazo[4,5-b]pyridin-2-yl)pyridin-2-amine ClCC1=CC=C(C=C1)N1C(=NC=2C1=NC(=CC2)N2N=CN=C2)C=2C(=NC=CC2)N